CC1(C2CC=CC1C2)C 6,6-Dimethylbicyclo{3.1.1}Hept-2-ene